C1(=CC=CC=C1)N1C(C=C(C1=O)C1=CC=CC=C1)=O N-(phenyl)-3-phenylmaleimide